2-(9H-carbazol-2-yl)benzo[d]thiazole C1=C(C=CC=2C3=CC=CC=C3NC12)C=1SC2=C(N1)C=CC=C2